1-(6-bromo-3-((4-methoxybenzyl)oxy)quinolin-2-yl)ethan-1-one BrC=1C=C2C=C(C(=NC2=CC1)C(C)=O)OCC1=CC=C(C=C1)OC